C(C1=CC=CC=C1)OC(=O)N1CC2(CC2)[C@@H](C1)N\C(\C)=C\C(=C=O)C1=C(C=CC(=C1)F)F (S,E)-7-((4-(2,5-difluorophenyl)-4-carbonylbut-2-en-2-yl)amino)-5-azaspiro[2.4]heptane-5-carboxylic acid benzyl ester